OC(N(C)C)CC1=CNC2=CC=CC=C12 hydroxy-N,N-dimethyltryptamine